(2R)-2-(6-{5-Chloro-2-[(2-methyl-2H-1,2,3-triazol-4-yl)amino]pyrimidin-4-yl}-1-oxo-2,3-dihydro-1H-isoindol-2-yl)-N-[(1S)-1-(3-fluorophenyl)-2-hydroxyethyl]propanamid ClC=1C(=NC(=NC1)NC1=NN(N=C1)C)C1=CC=C2CN(C(C2=C1)=O)[C@@H](C(=O)N[C@H](CO)C1=CC(=CC=C1)F)C